[Cu]=O Copper monooxide